C(C)(=O)C1=NN(C2=CC=C(C=C12)C=1C=NC(=NC1)C)CC(=O)N1[C@@H]2C[C@@]2(C[C@H]1C(=O)NC1=NC(=CC=C1CN(C)C)Br)C (1R,3S,5R)-2-(2-(3-acetyl-5-(2-methylpyrimidin-5-yl)-1H-indazol-1-yl)acetyl)-N-(6-bromo-3-((dimethylamino)-methyl)pyridin-2-yl)-5-methyl-2-azabicyclo[3.1.0]hexane-3-carboxamide